ClC=1C=CC=2C3=C(C(N(C2C1)C=1C=NC=CC1)=O)N=C(N3C)C(F)F 7-chloro-2-(difluoromethyl)-1-methyl-5-(pyridin-3-yl)-1,5-dihydro-4H-imidazo[4,5-c]quinolin-4-one